N-[5-[5-[[(1S,5R)-3-oxa-9-azabicyclo[3.3.1]nonan-7-yl]oxy]-2-prop-1-ynyl-4-pyridyl]pyrazolo[1,5-a]pyridin-2-yl]cyclopropanecarboxamide [C@@H]12COC[C@@H](CC(C1)OC=1C(=CC(=NC1)C#CC)C1=CC=3N(C=C1)N=C(C3)NC(=O)C3CC3)N2